6-[(7S)-2-{3-[4-(Pyridin-2-yl)phenyl]-2H-pyrazolo[3,4-b]pyridin-5-yl}-6,7,8,9-tetrahydro-5H-benzo[7]annulen-7-yl]-3-oxa-6-azabicyclo[3.1.1]heptane N1=C(C=CC=C1)C1=CC=C(C=C1)C=1NN=C2N=CC(=CC21)C=2C=CC1=C(CC[C@H](CC1)N1C3COCC1C3)C2